(S)-3-cyclopropyl-2-hydroxypropionic acid C1(CC1)C[C@@H](C(=O)O)O